F[P-](F)(F)(F)(F)F.ClC(C=CC1=[N+](C=2C=CC3=C(C2C1(C)C)C=CC=C3)CCC(C)C)=CC=C3N(C=1C=CC2=C(C1C3(C)C)C=CC=C2)CCC(C)C 2-[3-Chloro-5-[1,1-dimethyl-3-(3-methyl-butyl)-1,3-dihydro-benzo[e]indol-2-ylidene]-penta-1,3-dienyl]-1,1-dimethyl-3-(3-methyl-butyl)-1H-benzo[e]indolium hexafluorophosphate